2-(benzo[d]oxazol-2-yl)-N'-(nicotinoyloxy)acetimidamide O1C(=NC2=C1C=CC=C2)CC(N)=NOC(C2=CN=CC=C2)=O